COCC(CC)C 1-methoxy-2-methyl-butane